C(C1=CC=CC=C1)OC1=NC(=CC=C1C1=NN(C2=C(C=CC=C12)N1CCN(CC1)C(COC1CCC(CC1)OC=1C(=C(C=CC1)O)C)C)C)OCC1=CC=CC=C1 3-(((1r,4r)-4-(2-(4-(3-(2,6-bis(benzyloxy)pyridin-3-yl)-1-methyl-1H-indazol-7-yl)piperazin-1-yl)propoxy)cyclohexyl)oxy)-2-methylphenol